CC1=CC=C(CC(C(=O)C2=CC=C(C=C2)N2CCOCC2)(CC)N(C)C)C=C1 2-(4-methylbenzyl)-2-(dimethylamino)-1-(4-morpholinophenyl)butane-1-one